C(#N)C=1C=C(C=CC1)C=1N=C(SC1C1=CC(=C2C=NN(C2=C1)C(C1=CC=CC=C1)(C1=CC=CC=C1)C1=CC=CC=C1)C)NC(=O)N1CC2(COC2)C1 N-[4-(3-Cyanophenyl)-5-(4-methyl-1-trityl-indazol-6-yl)thiazol-2-yl]-2-oxa-6-azaspiro[3.3]heptane-6-carboxamide